N-(6-Cyano-5-(trifluoromethyl)pyridin-3-yl)-1-(isochinolin-4-yl)-5-(trifluoromethyl)-1H-pyrazol-4-carboxamid C(#N)C1=C(C=C(C=N1)NC(=O)C=1C=NN(C1C(F)(F)F)C1=CN=CC2=CC=CC=C12)C(F)(F)F